(2,3,4,5,6-pentahydroxyhexyl)methionine OC(CN[C@@H](CCSC)C(=O)O)C(C(C(CO)O)O)O